C(C1=CC=CC=C1)OC=1C=C(C=CC1)CC[C@@H](C(=O)O)NC(=O)OC(C)(C)C (S)-4-(3-(Benzyloxy)phenyl)-2-((tert-butoxycarbonyl)amino)butanoic acid